9-(2-Cyclopenta-1,3-dienyl-1-methyl-ethyl)-9H-fluorene C1(=CC=CC1)CC(C)C1C2=CC=CC=C2C=2C=CC=CC12